CNC(=O)N1CCC(CC1)N1N=CC(=C1)C=1N=C(C=2N(C1)N=CC2)C=2C=NN(C2)C(CC)CC N-methyl-4-(4-(4-(1-(pentan-3-yl)-1H-pyrazol-4-yl)pyrazolo[1,5-a]pyrazin-6-yl)-1H-pyrazol-1-yl)piperidine-1-carboxamide